Methyl (5-(2-fluoro-5-((4-oxo-3,4-dihydrophthalazin-1-yl)methyl)phenyl)-1H-imidazo[4,5-b]pyridin-2-yl)carbamate FC1=C(C=C(C=C1)CC1=NNC(C2=CC=CC=C12)=O)C1=CC=C2C(=N1)N=C(N2)NC(OC)=O